CN1C(C(=C(C=C1)[O-])NC(N[C@@H](CC(=O)[O-])C=1C=C(C=CC1)C1=C(C=CC=C1)C)=O)=O.[Na+].C1(CCCCC1)[SiH](C)C.[Na+] (cyclohexyl)dimethylsilane Natrium (S)-3-(3-(1-Methyl-4-oxido-2-oxo-1,2-dihydropyridin-3-yl)ureido)-3-(2'-methylbiphenyl-3-yl)propanoat